Stearic acid sodium salt [Na+].C(CCCCCCCCCCCCCCCCC)(=O)[O-]